FC=CC(C(F)(F)F)C(F)(F)F 1,4,4,4-tetrafluoro-3-(trifluoromethyl)-1-butene